BrC=1C=C2C=NNC2=C(C1)OC 5-bromo-7-methoxy-1H-indazole